5'-chloro-3-(3,6-di-tert-octyl-9H-carbazol-9-yl)-3'-methyl-5-(2,4,4-trimethylpentan-2-yl)biphenyl-2-ol ClC=1C=C(C=C(C1)C=1C(=C(C=C(C1)C(C)(CC(C)(C)C)C)N1C2=CC=C(C=C2C=2C=C(C=CC12)C(C)(C)CC(C)(C)C)C(C)(C)CC(C)(C)C)O)C